C1(CCCC1)NC(=O)C1=CC2=C(N=C(S2)N2C3COCC2CN(C3)C(=O)OC(C)(C)C)C=C1 tert-butyl 9-(6-(cyclopentylcarbamoyl)benzo[d]thiazol-2-yl)-3-oxa-7,9-diazabicyclo[3.3.1]nonane-7-carboxylate